ClC=1C=NN(C1C(=O)NC1=NC=C(C=C1C)C#CC1=CC=C(C=C1)F)CC1C(CN(CC1)C(C(C)C)=O)(F)F 4-chloro-1-((3,3-difluoro-1-isobutyrylpiperidin-4-yl)methyl)-N-(5-((4-fluorophenyl)ethynyl)-3-methylpyridin-2-yl)-1H-pyrazole-5-carboxamide